CC(C(COCC(C#N)CCC)=C)C 2-((3-methyl-2-methylenebutoxy)methyl)pentanenitrile